3-((3-fluoro-4-(5-(trifluoromethyl)-1,2,4-oxadiazol-3-yl)benzyl)amino)-4-(methyl(3,3,3-trifluoropropyl)amino)cyclobut-3-ene-1,2-dione FC=1C=C(CNC=2C(C(C2N(CCC(F)(F)F)C)=O)=O)C=CC1C1=NOC(=N1)C(F)(F)F